benzyl (2-(2-(4-fluorophenyl)-6-(((1R,5S,6s)-3-(2-vinylimidazo[1,2-a]pyridine-6-carbonyl)-3-azabicyclo[3.1.0]hexan-6-yl)oxy)pyridin-4-yl)propan-2-yl)carbamate FC1=CC=C(C=C1)C1=NC(=CC(=C1)C(C)(C)NC(OCC1=CC=CC=C1)=O)OC1[C@@H]2CN(C[C@H]12)C(=O)C=1C=CC=2N(C1)C=C(N2)C=C